CN1N=C(C=C1C)CC1N(CC2=C1CN(C2)S(=O)(=O)C2=CC=C(C=C2)OC(F)F)C(=O)N (1,5-Dimethyl-1H-pyrazol-3-yl)methyl-5-[4-(difluoromethoxy)benzenesulfonyl]-1H,2H,3H,4H,5H,6H-pyrrolo[3,4-c]pyrrole-2-carboxamide